C1(CC1)CN1C(=CC2=CC=CC=C12)C1=NC2=C(N1CC1CN(C1)C(=O)C=1C=NC=CC1)C(=CC(=C2)C(=O)N2[C@@H]1CC[C@H](C2)[C@H]1N)OC (1R,4R,7R)-2-{2-[1-(cyclopropylmethyl)-1H-indol-2-yl]-7-methoxy-1-{[1-(pyridine-3-carbonyl)azetidin-3-yl]methyl}-1H-1,3-benzodiazole-5-carbonyl}-2-azabicyclo[2.2.1]heptan-7-amine